OC1=CC=C(C=C1)C=O (4-hydroxyphenyl)-methanone